CC(C(=O)O)(C)SC(=S)SCCCCCCCCCCCC 2-methyl-2-[(dodecyl-thiothiocarbonyl)thio]propionic acid